tert-butyl (4-(bis(4-methoxybenzyl)amino)-2-butoxy-6-(((2-(pyrrolidin-1-ylmethyl)benzyl)amino)methyl)pyrimidin-5-yl)carbamate COC1=CC=C(CN(C2=NC(=NC(=C2NC(OC(C)(C)C)=O)CNCC2=C(C=CC=C2)CN2CCCC2)OCCCC)CC2=CC=C(C=C2)OC)C=C1